COC=1C=C(C=CC1C(=O)N1CC(CC1)NC1=NC2=CC=CC=C2C=N1)NC(C=CCN(C)C)=O 4-Dimethylamino-but-2-enoic acid {3-methoxy-4-[3-(quinazolin-2-ylamino)-pyrrolidine-1-carbonyl]-phenyl}-amide